Tridecylether C(CCCCCCCCCCCC)OCCCCCCCCCCCCC